fluorosulfimide lithium salt [Li].FS=N